2-(4,7-dichloro-6-(4-((3s,4s)-3-fluoro-1-(2-methoxyethyl)piperidin-4-yl)phenyl)-2H-indazol-2-yl)-2-((R)-6-fluoro-6,7-dihydro-5H-pyrrolo[1,2-c]imidazol-1-yl)-N-(thiazol-2-yl)acetamide ClC=1C2=CN(N=C2C(=C(C1)C1=CC=C(C=C1)[C@H]1[C@@H](CN(CC1)CCOC)F)Cl)C(C(=O)NC=1SC=CN1)C1=C2N(C=N1)C[C@@H](C2)F